6-tert-butyl-9-[1-(2-carboxypropan-2-yl)-1H-pyrazol-4-yl]-10-methoxy-2-oxo-6,7-dihydro-2H-pyrido[2,1-a]isoquinoline-3-carboxylic acid C(C)(C)(C)C1N2C(C3=CC(=C(C=C3C1)C=1C=NN(C1)C(C)(C)C(=O)O)OC)=CC(C(=C2)C(=O)O)=O